FC(CN1N=C(C=2C1=NC(=NC2)N2CC1(CC(N(C1)C1=CC(=NC=C1)C(F)(F)F)=O)CC2)C)F 7-[1-(2,2-difluoroethyl)-3-methyl-1H-pyrazolo[3,4-d]pyrimidin-6-yl]-2-[2-(trifluoromethyl)pyridin-4-yl]-2,7-diazaspiro[4.4]nonan-3-one